3-formyl-2-(2-cyanophenyl)pyridine p-toluenesulfonylhydrazone CC1=CC=C(C=C1)S(=O)(=O)NN=CC=1C(=NC=CC1)C1=C(C=CC=C1)C#N